3-((2,2,2-trifluoroethyl)thio)aniline FC(CSC=1C=C(N)C=CC1)(F)F